2,4,5,6-tetrahydrobenzo[6,7]cyclohepta[1,2-c]pyrazole-8-carboxylate N=1NC=C2C1C1=C(CCC2)C=C(C=C1)C(=O)[O-]